Phenyl-(S)-3-(3-(methylthio)phenyl)-3,4-dihydropyridine-1(2H)carboxylate C1(=CC=CC=C1)OC(=O)N1C[C@@H](CC=C1)C1=CC(=CC=C1)SC